ClC=1C(=C2C=NNC2=C(C1F)NC1CC1)C=1C=CC=2N(C1)C=C(N2)NC(=O)[C@H]2[C@H](C2)F (1S,2S)-N-(6-(5-chloro-7-(cyclopropylamino)-6-fluoro-1H-indazol-4-yl)imidazo[1,2-a]pyridin-2-yl)-2-fluorocyclopropane-1-carboxamide